N-methyl-3-(2-methyltetrazol-5-yl)-4-[3-(trifluoromethyl)anilino]benzamide CNC(C1=CC(=C(C=C1)NC1=CC(=CC=C1)C(F)(F)F)C=1N=NN(N1)C)=O